3,3',3''-(((1R,2S,3R)-5-((4-(((benzyloxy)carbonyl)amino)butyl)carbamoyl)cyclohex-4-ene-1,2,3-triyl)tris(oxy))tripropionic acid C(C1=CC=CC=C1)OC(=O)NCCCCNC(=O)C1=C[C@H]([C@H]([C@@H](C1)OCCC(=O)O)OCCC(=O)O)OCCC(=O)O